aluminum-calcium carbon [C].[Ca].[Al]